FC1(CCC(CC1)N(C(OC(C)(C)C)=O)CCCCCOC1=C(C=CC(=C1)C)S)F tert-Butyl (4,4-difluorocyclohexyl)(5-(2-mercapto-5-methylphenoxy)pentyl)carbamate